FC1=CC=C(C=C1)C(N1C[C@@H](N(C[C@H]1CC)C(=O)OC(C)(C)C)C)C1=CC=C(C=C1)F tert-butyl (2S,5R)-4-(bis(4-fluorophenyl)methyl)-5-ethyl-2-methylpiperazine-1-carboxylate